C(C)OC(C1=C(C(=CC(=C1)Cl)S(NC1=C(C(=C(C=C1)F)C#C)F)(=O)=O)Cl)=O 2,5-dichloro-3-(N-(3-ethynyl-2,4-difluorophenyl)sulfamoyl)benzoic acid ethyl ester